IC=1C=C2N(CCNC2=O)C1C 7-iodo-6-methyl-3,4-dihydro-2H-pyrrolo[1,2-a]pyrazin-1-one